CC=1NC(=C(C1C(=O)OCC)C)C(C(N[C@H](C(F)(F)F)C)=O)=O Ethyl (S)-2,4-dimethyl-5-(2-oxo-2-((1,1,1-trifluoropropan-2-yl)amino)acetyl)-1H-pyrrol-3-carboxylate